C(C)N1C2=NC(=NC(=C2N=C1C(=O)N1CC(C1)O)N1CCOCC1)C1=CC(=CC=C1)C1=NN(C=C1)C (9-ethyl-2-(3-(1-methyl-1H-pyrazol-3-yl)phenyl)-6-morpholino-9H-purin-8-yl)(3-hydroxyazetidin-1-yl)methanone